2,7-bis(3-trifluoromethylphenyl)-9-fluorenone FC(C=1C=C(C=CC1)C1=CC=2C(C3=CC(=CC=C3C2C=C1)C1=CC(=CC=C1)C(F)(F)F)=O)(F)F